(R)-3-(4-amino-3-(7-(pyridine-2-carboxamido)benzo[d][1,3]dioxol-4-yl)-1H-pyrazolo[3,4-d]pyrimidin-1-yl)piperidine-1-carboxylic acid tert-butyl ester C(C)(C)(C)OC(=O)N1C[C@@H](CCC1)N1N=C(C=2C1=NC=NC2N)C2=CC=C(C=1OCOC12)NC(=O)C1=NC=CC=C1